ClC=1C=CC=C2C=CC=C(C12)C1=CC=2N=C(N=C(C2N=C1)N1C[C@@H](N(CC1)C(C(=C)F)=O)CC#N)OC[C@H]1N(CCC1)C 2-((S)-4-(7-(8-chloronaphthalen-1-yl)-2-(((S)-1-methylpyrrolidin-2-yl)methoxy)pyridino[3,2-d]pyrimidin-4-yl)-1-(2-fluoroacryloyl)piperazin-2-yl)acetonitrile